tert-Butyl (2R,5S)-5-methyl-2-prop-2-ynoyl-piperidine-1-carboxylate C[C@H]1CC[C@@H](N(C1)C(=O)OC(C)(C)C)C(C#C)=O